C(C1=CC=CC=C1)OC(CCN1CCC(CC1)NC)CCCOC1=C(C(=CC(=C1)COCCBr)OC)OC 1-(3-(benzyloxy)-6-(5-((2-bromoethoxy)methyl)-2,3-dimethoxyphenoxy)hexyl)-N-methylpiperidin-4-amine